(Z)-oct-2-en-4-one C\C=C/C(CCCC)=O